C(C)(C)(CC(C)(C)C)C1=C(C(C(=O)O)=CC(=C1)C(C)(C)CC(C)(C)C)O 3,5-di-tert-octylsalicylic acid